12-Methyl-2-oxa-12-azatricyclo[7.4.1.05,14]tetradeca-5(14),6,8-triene CN1CCC2=CC=CC=3CCOC(C1)C32